(R)-6-(1-(difluoromethyl)cyclopropyl)-4-((1-(2-methyl-3-(trifluoromethyl)phenyl)prop-2-yn-1-yl)amino)pyrido[4,3-d]pyrimidin-7(6H)-one FC(C1(CC1)N1C=C2C(N=CN=C2N[C@H](C#C)C2=C(C(=CC=C2)C(F)(F)F)C)=CC1=O)F